3-[(6-bromo-3-morpholinosulfonyl-4-quinolyl)amino]-6-methoxy-pyridine-2-carboxylic acid BrC=1C=C2C(=C(C=NC2=CC1)S(=O)(=O)N1CCOCC1)NC=1C(=NC(=CC1)OC)C(=O)O